2-cyclopropoxy-6-(4-iodo-1-methyl-1H-pyrazol-5-yl)-4-(trifluoromethyl)benzonitrile C1(CC1)OC1=C(C#N)C(=CC(=C1)C(F)(F)F)C1=C(C=NN1C)I